C(C)(=O)C=1C(=C(C(=C2C=NNC12)C=1N=CC=2N(C1)C=C(N2)NC(=O)[C@H]2[C@H](C2)F)Cl)F (1S,2S)-N-(6-(7-acetyl-5-chloro-6-fluoro-1H-indazol-4-yl)imidazo[1,2-a]pyrazin-2-yl)-2-fluorocyclopropane-1-carboxamide